(2,6-dimethyl-4-(7-(2,2,4,4,4-pentafluorobutoxy)-1,3,4,5-tetrahydro-2H-benzo[c]azepin-2-yl)phenyl)-3,3-dimethylbutanamide CC1=C(C(=CC(=C1)N1CC2=C(CCC1)C=C(C=C2)OCC(CC(F)(F)F)(F)F)C)C(C(=O)N)C(C)(C)C